4-formyl-benzoic acid tert-butyl ester C(C)(C)(C)OC(C1=CC=C(C=C1)C=O)=O